CC(C(C(=O)O)NC(C(F)(F)F)=O)(C)C 3,3-dimethyl-2-(2,2,2-trifluoroacetamido)butanoic acid